(4-benzylpiperazin-1-yl)-(3,4-diethoxy-phenyl)methanone C(C1=CC=CC=C1)N1CCN(CC1)C(=O)C1=CC(=C(C=C1)OCC)OCC